benzyl ((1S)-2,2-dicyclopropyl-1-(6-(((5R)-2-oxo-5-(trifluoromethyl)piperidin-3-yl)methyl)imidazo[1,2-b]pyridazin-2-yl)ethyl)carbamate C1(CC1)C([C@@H](C=1N=C2N(N=C(C=C2)CC2C(NC[C@@H](C2)C(F)(F)F)=O)C1)NC(OCC1=CC=CC=C1)=O)C1CC1